N1N=C(N=C1)C(=O)N 1H-1,2,4-triazol-3-carboxamid